(S)-3-(1,4-dimethyl-1H-benzo[d][1,2,3]triazol-5-yl)-3-(3-(((S)-7-hydroxy-2-(trifluoromethyl)-2,3-dihydropyrido[2,3-f][1,4]oxazepin-4(5H)-yl)methyl)-4-methylphenyl)propanoic acid CN1N=NC2=C1C=CC(=C2C)[C@@H](CC(=O)O)C2=CC(=C(C=C2)C)CN2C[C@H](OC1=C(C2)N=C(C=C1)O)C(F)(F)F